N[C@@H]1[C@@H](CN(CC1)C1=NC=C(C=C1)C=1C=2N(C=C(C1)OCC)N=CC2C#N)NC(OC(C)(C)C)=O tert-butyl ((3r,4s)-4-amino-1-(5-(3-cyano-6-ethoxypyrazolo[1,5-a]pyridin-4-yl)pyridin-2-yl)piperidin-3-yl)carbamate